ClC1=C2C[C@H](OC(C2=C(C(=C1)C(=O)N[C@H](C(=O)O)CC(C)C)O)=O)C (2S)-2-[[(3R)-5-chloro-8-hydroxy-3-methyl-1-oxo-3,4-dihydroisochromene-7-carbonyl]amino]-4-methylpentanoic acid